C(C)(C)(C)C1=C(C(=CC(=C1)C)CC1=C(C(=CC(=C1)C)C(C)(C)C)O)OC(C1=CC=C(C(=O)OC2=C(C=C(C=C2CC2=C(C(=CC(=C2)C)C(C)(C)C)O)C)C(C)(C)C)C=C1)=O bis[2-tert-butyl-4-methyl 6-(3-tert-butyl-5-Methyl-2-hydroxybenzyl)phenyl]terephthalate